N1(N=CC=C1)CCC(=O)N1CC(=CCC1)C1=CC(=C2C=C(NC2=C1F)C(=O)N(C)C)B1OC(C(O1)(C)C)(C)C 6-(1-(3-(1H-pyrazol-1-yl)propanoyl)-1,2,5,6-tetrahydropyridin-3-yl)-7-fluoro-N,N-dimethyl-4-(4,4,5,5-tetramethyl-1,3,2-dioxaborolan-2-yl)-1H-indole-2-carboxamide